COC(C(C)N1CCN(CC1)S(=O)(=O)CC)=O (4-(ethylsulfonyl)piperazine-1-Yl)propionic acid methyl ester